C(C)OC(=O)C=1C(=NC(=NC1)NC1CCCC1)OC1=CC=CC=C1.CC1(CCN(CC1)CCOC1=C(C=CC=C1)C(F)(F)F)C(=O)C1=CC=CC=C1 (4-Methyl-1-(2-(2-(trifluoromethyl)phenoxy)ethyl)piperidin-4-yl)(phenyl)methanone ethyl-2-(cyclopentylamino)-4-phenoxy-pyrimidine-5-carboxylate